N-(2-(5-(2-((5-methyloxazolo[4,5-b]pyridin-2-yl)thio)acetyl)thiophen-2-yl)ethyl)acetamide CC1=CC=C2C(=N1)N=C(O2)SCC(=O)C2=CC=C(S2)CCNC(C)=O